C(C1=CC=CC=C1)NC1=CC(=C(C=C1)C(C(C)C1=CC(=C(C=C1)OC)OC)=O)OC (4-(benzylamino)-2-methoxyphenyl)-2-(3,4-dimethoxyphenyl)propan-1-one